FC=1C=C(C=CC1O)C1=NC=2CCCC(C2C=C1)=O 2-(3-fluoro-4-hydroxyphenyl)-7,8-dihydroquinolin-5(6H)-one